C(CCC)C1(N(C(C=2C=CCCC12)=O)CC1=C(C=CC=C1)Cl)O 3-butyl-2-(2-chlorobenzyl)-3-hydroxy-2,3,4,5-tetrahydro-1H-isoindol-1-one